BrC=1C=NN(C1C1=C(C#N)C=CC(=C1)N1N=CC=C1)C 2-(4-Bromo-1-methyl-1H-pyrazol-5-yl)-4-(1H-pyrazol-1-yl)benzonitrile